1-(8-(3-(benzyloxy)-4-methylphenyl)-7-(4-cyano-3-fluorophenyl)imidazo[1,2-c]pyrimidine-5-yl)piperidin C(C1=CC=CC=C1)OC=1C=C(C=CC1C)C=1C=2N(C(=NC1C1=CC(=C(C=C1)C#N)F)N1CCCCC1)C=CN2